5-methyl-3-(2-oxoisoquinolin-2-ium-7-yl)-1,2,4-oxadiazole CC1=NC(=NO1)C1=CC=C2C=C[N+](CC2=C1)=O